COCC(CC(=O)O)=O 4-methoxy-3-oxobutyric acid